ClC1=C(C=C(C=C1)C1=CC(=C(C=C1)O)CN1CCNCC1)CC(C(=O)NC1=CC=C(C=C1)C1=NN=CN1C)NC(=O)C=1N(N=CC1)C N-[1-[[2-chloro-5-[4-hydroxy-3-(piperazin-1-ylmethyl)phenyl]phenyl]methyl]-2-[4-(4-methyl-1,2,4-triazol-3-yl)anilino]-2-oxo-ethyl]-2-methyl-pyrazole-3-carboxamide